R-benzidine C1(=CC=C(N)C=C1)C1=CC=C(N)C=C1